[1-[3-cyano-5-[5-[(1R)-1-(3,5-dichloro-4-pyridyl)ethoxy]-1-tetrahydropyran-2-yl-indazol-3-yl]-2-pyridyl]-3-methyl-azetidin-3-yl] methanesulfonate CS(=O)(=O)OC1(CN(C1)C1=NC=C(C=C1C#N)C1=NN(C2=CC=C(C=C12)O[C@H](C)C1=C(C=NC=C1Cl)Cl)C1OCCCC1)C